1-(1-imino-1,2,3,4-tetrahydroisoquinolin-5-yl)-5-(trifluoromethyl)-N-(2-(trifluoromethyl)pyridin-4-yl)-1H-pyrazole-4-carboxamide N=C1NCCC2=C(C=CC=C12)N1N=CC(=C1C(F)(F)F)C(=O)NC1=CC(=NC=C1)C(F)(F)F